C(C)(=O)NC1=CC=C(C(=N1)C(=O)N(C)[C@@H]1[C@H](CCC1)COC1=CC=C(C=C1)F)N1N=CC=N1 6-acetamido-N-[(1S,2S)-2-[(4-fluorophenoxy)methyl]cyclopentyl]-N-methyl-3-(triazol-2-yl)pyridine-2-carboxamide